C1=CN(C(=O)N=C1N)[C@H]2[C@H]([C@@H]([C@H](O2)CO)O)O ARABINOSYLCYTOSINE